O(C1=CC=CC=C1)CCN(CCC(C(=O)O)NC(CC1=CC=CC=C1)=O)CCCCC1=NC=2NCCCC2C=C1 4-[2-phenoxyethyl-[4-(5,6,7,8-tetrahydro-1,8-naphthyridin-2-yl)butyl]amino]-2-[(2-phenylacetyl)amino]butanoic acid